N-(3-bromo-2-fluoro-phenyl)-N-(2,2-difluoroethyl)-6-fluoro-1-methyl-[1,2,4]triazolo[4,3-a]quinazolin-5-amine BrC=1C(=C(C=CC1)N(C1=NC=2N(C3=CC=CC(=C13)F)C(=NN2)C)CC(F)F)F